S(N)(=O)(=O)C1=CC=2C3C(C(NC2C=C1)C1=CC=C(C=C1)NC(OC(C)C)=O)CC=C3 isopropyl (4-(8-sulfamoyl-3a,4,5,9b-tetrahydro-3H-cyclopenta[c]quinolin-4-yl)phenyl)carbamate